CNC=1C2=C(N=CN1)N(C=C2)[C@H]2[C@@H]([C@@H]([C@H](C2)CSCCNCCC2=CC=CC=C2)O)O (1R,2S,3R,5S)-3-(4-(methylamino)-7H-pyrrolo[2,3-d]pyrimidin-7-yl)-5-(((2-(phenethylamino)ethyl)thio)methyl)cyclopentane-1,2-diol